[Si](C)(C)(C(C)(C)C)OC[C@H]1NCCC[C@]1(O)C |o1:9,14| rel-(2R,3R)-2-(((tert-butyldimethylsilyl)oxy)methyl)-3-methylpiperidin-3-ol